N-(3-(2-(4-(1-(2-fluoroethyl)azetidin-3-ylamino)-2-methoxyphenylamino)-7H-pyrrolo[2,3-d]pyrimidin-4-ylamino)phenyl)acrylamide FCCN1CC(C1)NC1=CC(=C(C=C1)NC=1N=C(C2=C(N1)NC=C2)NC=2C=C(C=CC2)NC(C=C)=O)OC